BrC1=C2CN(C(C2=CC=C1)=O)C1CCN(CC1)C(=O)OC(C)(C)C tert-butyl 4-(4-bromo-1-oxo-isoindolin-2-yl)piperidine-1-carboxylate